C(C(=C)C)(=O)OCCC[Si](OC)(OC)C (γ-methacryloxypropyl)methyldimethoxysilane